ClC1=NC=C2C(=N1)N(N=C2C)CC2=CC=C(C=C2)OC 6-chloro-1-[(4-methoxyphenyl)methyl]-3-methylpyrazolo[3,4-d]pyrimidine